[H-].C(C)N(CC)CC N,N-diethyl-ethylamine hydride